FC1=C(C=CC(=C1)C(F)(F)F)C=1C=NC2=CC(=CC=C2C1C(C1=CC=C(C=C1)OCCN1CC(C1)CF)=O)C(=O)O 3-(2-fluoro-4-(trifluoromethyl)phenyl)-4-(4-(2-(3-(fluoromethyl)azetidin-1-yl)ethoxy)benzoyl)quinoline-7-carboxylic acid